(S)-quinuclidin-3-yl((R)-6-ethoxy-5-(4-isopropylphenyl)-2,2-dimethyl-2,3-dihydro-1H-inden-1-yl)carbamate N12C[C@H](C(CC1)CC2)OC(N[C@@H]2C(CC1=CC(=C(C=C21)OCC)C2=CC=C(C=C2)C(C)C)(C)C)=O